2-bromo-1-chloro-9-phenyl-9H-carbazole BrC1=C(C=2N(C3=CC=CC=C3C2C=C1)C1=CC=CC=C1)Cl